N1=C(C=CC=C1)[O-] Pyridinolat